(E)-2-(2-oxo-2,5-dihydrofuran-3-yl)ethylene O=C1OCC=C1C=C